sodium bis(methylene) bisphosphonate P1(OCOP(OCO1)=O)=O.[Na]